BrCCCCCCOC1=CC=C(NC2=CC=CC=C2)C=C1 4-((6-bromohexyl)oxy)-N-phenylaniline